2-(4-(3-(5-ethyl-4-oxo-7-propyl-4,5-dihydro-3H-pyrrolo[3,2-d]pyrimidin-2-yl)-4-propoxyphenylsulfonyl)piperazin-1-yl)ethyl (5S)-5,6-bis(nitrooxy)hexanoate [N+](=O)([O-])O[C@@H](CCCC(=O)OCCN1CCN(CC1)S(=O)(=O)C1=CC(=C(C=C1)OCCC)C=1NC(C2=C(N1)C(=CN2CC)CCC)=O)CO[N+](=O)[O-]